C(CC=C)[Sn](OCC(C)C)(OCC(C)C)OCC(C)C 3-buten-1-yltri(isobutoxy)tin